ClC=1C=C(C(=NC1)N(C1(CC1)CO)C)C=1C=NN(C1)C (1-((5-chloro-3-(1-methyl-1H-pyrazol-4-yl)pyridin-2-yl)(methyl)amino)cyclopropyl)methanol